N-(5-(2,3-dihydrofuro[3,2-b]pyridin-7-yl)-1H-pyrazol-3-yl)-5-(piperidin-4-ylmethyl)-5H-pyrrolo[2,3-b]pyrazin-3-amine O1CCC2=NC=CC(=C21)C2=CC(=NN2)NC2=CN=C1C(=N2)N(C=C1)CC1CCNCC1